N1=C(C=CC=C1C(=O)O)C(=O)O Pyridine-2,6-dicarboxylic acid